Bis(2,4,6-trimethylbenzoyl)-phenylphosphine oxid CC1=C(C(=O)P(C2=CC=CC=C2)(C(C2=C(C=C(C=C2C)C)C)=O)=O)C(=CC(=C1)C)C